C(C)C(C(CC(=O)O)=O)OCCN1C(C=2C(C1=O)=CC=CC2)=O Ethyl-4-(2-phthalimidoethoxy)acetoacetic acid